NCCNCCNCCC[Si](OC)(OC)C 3-[2-(2-Aminoethylamino)-ethylamino]-propylmethyldimethoxysilane